C1(=CC=CC=2SC3=CC=CC=C3SC12)C1=C(C=CC=C1)C=1C=C(C=CC1)C=1C(=CC=C(C1)N1C2=CC=CC=C2C=2C=CC=CC12)C1=CC(=CC=C1)N1C2=CC=CC=C2C=2C=CC=CC12 9,9'-(2'''-(thianthren-1-yl)-[1,1':2',1'':3'',1'''-quaterphenyl]-3,4'-diyl)bis(9H-carbazole)